2-chloro-7-ethoxyquinoline-3-carbaldehyde ClC1=NC2=CC(=CC=C2C=C1C=O)OCC